NC=1C2=C(N=CN1)N(C=C2C)[C@H]2[C@](O)([C@H](O)[C@H](O2)CO)C 4-amino-5-methyl-7-(2-C-methyl-β-D-ribofuranosyl)-7H-pyrrolo[2,3-d]pyrimidine